FC1(C[C@H](CCC1)[C@@H](C(C=S(=O)(C)C)=O)NC(OCC1=CC=CC=C1)=O)F Benzyl ((S)-1-((S)-3,3-difluorocyclohexyl)-3-(dimethyl(oxo)-λ6-sulfaneylidene)-2-oxopropyl)carbamate